FC1=CC=C(C=C1)C1=NC=2C(=NC(=CC2O)C)N1 2-(4-Fluorophenyl)-7-hydroxy-5-methyl-3H-imidazo[4,5-b]pyridin